3-(5-((4-((4-(4-chlorophenyl)pyridin-3-yl)methyl)piperazin-1-yl)methyl)-1-oxoisoindolin-2-yl)piperidine-2,6-dione ClC1=CC=C(C=C1)C1=C(C=NC=C1)CN1CCN(CC1)CC=1C=C2CN(C(C2=CC1)=O)C1C(NC(CC1)=O)=O